2-(3-bromophenyl)-5,6,7,8-tetrahydro-10H-oxazolo[5,4-d]pyrido[1,2-a]pyrimidin-10-one BrC=1C=C(C=CC1)C=1OC=2N=C3N(C(C2N1)=O)CCCC3